N1=C(N=CC2=C1CCCN2)C=2C=CC(=NC2)C(=O)OC methyl 5-(5,6,7,8-tetrahydropyrido[3,2-d]pyrimidin-2-yl)picolinate